3-N-(2-(dimethylamino)ethyl)-4-oxo-3,4-dihydroquinazoline-2-carboxamide CN(CCN1C(=NC2=CC=CC=C2C1=O)C(=O)N)C